(sulfamylamino)methane S(N)(=O)(=O)NC